CC=1C2=C(SC1)C(=CC=C2)Cl 3-methyl-7-chlorobenzo[b]thiophene